1-cyclopentyl-7-((2-methoxy-4-(4-methylpiperazin-1-yl)phenyl)amino)-5-methylpyrimido[4,5-d]pyrimidin-2(1H)-one C1(CCCC1)N1C(N=CC=2C1=NC(=NC2C)NC2=C(C=C(C=C2)N2CCN(CC2)C)OC)=O